CC(=O)C1=C(C=C(C=C1)F)C(F)(F)F 4-fluoro-2-(trifluoromethyl)acetophenone